N-ethyl-N-isopropyl-5-(4,4,5,5-tetramethyl-1,3,2-dioxaborolan-2-yl)pyrimidin-2-amine C(C)N(C1=NC=C(C=N1)B1OC(C(O1)(C)C)(C)C)C(C)C